FC1(CN(C[C@H]1O)C=1C=2N(N=C(C1)C=1C(NC(NC1)=O)=O)C=CN2)F (R)-5-(8-(3,3-difluoro-4-hydroxypyrrolidin-1-yl)imidazo[1,2-b]pyridazin-6-yl)pyrimidine-2,4(1H,3H)-dione